C1(=CC=CC=C1)C1=NN(N=C1)C1=CC=CC2=CC=CC=C12 4-(4-phenyl-2H-1,2,3-triazol-2-yl)naphthalene